CC1(NC(N(C1)[C@H]1C[C@H](CC1)C1=CC(=NN1)NC(CC1=CC(=NO1)C)=O)=O)C N-(5-((1S,3R)-3-(4,4-dimethyl-2-oxoimidazolidin-1-yl)cyclopentyl)-1H-pyrazol-3-yl)-2-(3-methylisoxazol-5-yl)acetamide